ClC=1C=CC=C2C=CC(=NC12)NC1=C(C=C(C=C1)OC(F)(F)F)OP(O)(O)=O phosphoric acid mono-[2-(8-chloro-quinolin-2-ylamino)-5-trifluoromethoxy-phenyl] ester